OC(C(=O)[O-])C(O)(C(=O)[O-])CC(=O)[O-].[Cs+].[Cs+].[Cs+] cesium hydroxycitrate